ClC1=CC=C(C=C1)[C@@H](C)NC(\C(=C\C1=CNC2=NC=C(C=C21)C=2C=NN(C2)C)\C#N)=O (R,E)-N-(1-(4-chlorophenyl)ethyl)-2-cyano-3-(5-(1-methyl-1H-pyrazol-4-yl)-1H-pyrrolo[2,3-b]pyridin-3-yl)acrylamide